2-(4-(tert-butyl)phenyl)-2-Nitrocyclohexanone C(C)(C)(C)C1=CC=C(C=C1)C1(C(CCCC1)=O)[N+](=O)[O-]